1Z,14Z-eicosatetraenamide C(C=CC=CC=CC=CCCCCCCCCCCC)(=O)N